COC1=CC(=C(C=C1)C1=NN2C(=NC=3C=CC=CC3C2=N1)NC=1C(N=CC=NC1)=O)C (6R)-6-{[2-(4-methoxy-2-methylphenyl)[1,2,4]triazolo[1,5-c]quinazolin-5-yl]amino}-1,4-diazepin-5-one